3-(3-(4-chloro-3-trifluoromethylphenyl)ureido)-N-(1,3-dihydroxypropan-2-yl)-2,3,4,9-tetrahydro-1H-carbazole-7-carboxamide ClC1=C(C=C(C=C1)NC(NC1CCC=2NC3=CC(=CC=C3C2C1)C(=O)NC(CO)CO)=O)C(F)(F)F